N[C@@H]1[C@H](CCCC1)O (1S,2S)-2-Aminocyclohexanol